O=S1(N(CC1)C1=CC=C2C3(CC=4C(=NOC4C2=C1)NS(=O)(=O)C1=C(C=CC=C1OC)OC)CC3)=O N-(8'-(1,1-dioxido-1,2-thiazetidin-2-yl)-4'H-spiro[cyclopropane-1,5'-naphtho[2,1-d]isoxazol]-3'-yl)-2,6-dimethoxybenzenesulfonamide